N,N-di(aminopropyl)ethylenediamine NCCCN(CCN)CCCN